4-(3-Chlorophenyl)-5-methyl-2-(3-thienyl)imidazole ClC=1C=C(C=CC1)C=1N=C(NC1C)C1=CSC=C1